(R)-2-(((1-(Naphthalen-1-yl)ethyl)amino)methyl)-4H-chromen-4-on C1(=CC=CC2=CC=CC=C12)[C@@H](C)NCC=1OC2=CC=CC=C2C(C1)=O